2-[(4-{1-[(2,4-difluorophenyl)methoxy]-1H-pyrazol-3-yl}-2-methylpiperidin-1-yl)methyl]-1-[(1-ethyl-1H-imidazol-5-yl)methyl]-1H-benzimidazole-6-carboxylic acid FC1=C(C=CC(=C1)F)CON1N=C(C=C1)C1CC(N(CC1)CC1=NC2=C(N1CC1=CN=CN1CC)C=C(C=C2)C(=O)O)C